C1(CCCCC1)NC(C(C1=CC=NC=C1)N(C(CCCN1CC=CC=C1)=O)CCCCCCCCCCCC)=O N-(2-(cyclohexylamino)-2-oxo-1-(pyridin-4-yl)ethyl)-N-dodecyl-4-(pyridin-1-yl)butanamide